C(#N)C1(CC1)C1=NC=CC=C1C#N (1-cyanocyclopropyl)pyridine-3-carbonitrile